(1S,3S)-N1-(5-Methyl-1,2,4-triazin-3-yl)cyclopentane-1,3-diamine CC=1N=C(N=NC1)N[C@@H]1C[C@H](CC1)N